C1C(CCCCC1)C1CCCCCC1 2,3-bicycloheptan